N-(1-methylethyl)-2-propylamine CC(C)NC(C)C